C[Si](CCOCCl)(C)C 2-(Trimethyl-silyl)ethoxymethyl chloride